2,3-dichloro-4-methyl-pyridine ClC1=NC=CC(=C1Cl)C